CC(CCC1=CC=C(C=C1)O)NCC(C2=CC=C(C=C2)O)O The molecule is a secondary amino compound that is 4-(2-amino-1-hydroxyethyl)phenol in which one of the hydrogens attacehd to the nitrogen is replaced by a 4-(p-hydroxyphenyl)butan-2-yl group. It is a polyphenol, a secondary amino compound, a member of benzyl alcohols and a secondary alcohol.